(+/-)-4-(2-(2-ethylphenyl)azepan-1-yl)-6-methylpyrimidin-2-amine C(C)C1=C(C=CC=C1)[C@@H]1N(CCCCC1)C1=NC(=NC(=C1)C)N |r|